BrC=1C=CC2=C(C(NS2(=O)=O)(C)C)C1 5-bromo-3,3-dimethyl-2,3-dihydrobenzo[d]isothiazole 1,1-dioxide